CS(=O)(=O)ON(C)C=1C(N(N(C1C)C)C1=CC=CC=C1)=O.[Na] Sodium [(1,5-dimethyl-3-oxo-2-phenylpyrazol-4-yl)-methylamino] methanesulfonate